tert-butyl(1-hydroxy-3-phenylpropan-2-yl) carbamate C(N)(OC(CO)C(C1=CC=CC=C1)C(C)(C)C)=O